tetra-hydroxy-2,2,6,6-tetramethyl-1-piperidineethanol OC1(CC(C(N(C1(C)C)CCO)(C)C)(O)O)O